C(C1=CC=CO1)SCCN 2-(furfurylthio)ethylamine